COC([C@H](CC1=CC=C(C=C1)N1C(N(C2=C1C(=CC=C2)OC)C)=O)N)=O (S)-2-amino-3-(4-(7-methoxy-3-methyl-2-oxo-2,3-dihydro-1H-benzo[d]imidazol-1-yl)phenyl)propanoic acid methyl ester